C1(=CC=CC=C1)C(C1=CC=CC=C1)=NC=1SC(=C(N1)C)C=1C=C2C(=NC(C2=CC1)=O)C(F)(F)F 5-[2-(diphenylmethyleneamino)-4-methylthiazol-5-yl]-3-trifluoromethyl-1-isoindolone